OC(CC(=O)O)C (-)-β-hydroxybutyric acid